FC=1C(=C(C=CC1F)[C@@H]1[C@@H](O[C@H]([C@@H]1C)C)C(=O)NC1=CC(=NC=C1)C(=O)N)OC (2R,3R,4R,5S)-4-[[3-(3,4-Difluoro-2-methoxy-phenyl)-4,5-dimethyl-tetrahydrofuran-2-carbonyl]amino]pyridin-2-carboxamid